(S,Z)-3-(4-chlorophenyl)-N'-((4-chlorophenyl)sulfonyl)-4-phenyl-N-((1R,3R)-3-sulfamoylcyclopentyl)-4,5-dihydro-1H-pyrazole-1-carboximidamide ClC1=CC=C(C=C1)C1=NN(C[C@@H]1C1=CC=CC=C1)\C(\N[C@H]1C[C@@H](CC1)S(N)(=O)=O)=N/S(=O)(=O)C1=CC=C(C=C1)Cl